N[C@@H]([C@@H](C(=O)N[C@](C(=O)O)(C)C1=CC(=CC=C1)C(F)(F)F)O)CC1=CC=CC=C1 (R)-2-((2S,3R)-3-amino-2-hydroxy-4-phenylbutanamido)-2-(3-(trifluoromethyl)phenyl)propanoic acid